(R)-2-(4-isopropyl-5-(8-methoxy-[1,2,4]triazolo[1,5-a]pyridin-6-yl)-1H-pyrazol-3-yl)-5-(4-(2-methoxyethyl)-2-methylpiperazin-1-yl)thiazole cadmium germanate [GeH](=O)[O-].[Cd+2].C(C)(C)C=1C(=NNC1C=1C=C(C=2N(C1)N=CN2)OC)C=2SC(=CN2)N2[C@@H](CN(CC2)CCOC)C.[GeH](=O)[O-]